FC(OC1=CC=C(C=C1)C1=CC(=CC=C1)C1=CC=C(C=C1)OC(F)(F)F)(F)F 4,4''-bis(trifluoromethoxy)-1,1':3',1''-terphenyl